1-[4-[4-[2-fluoro-4-[[2-(3-fluoro-3-methyl-pyrrolidin-1-yl)-4-pyridyl]oxy]anilino]-7H-pyrrolo[2,3-d]pyrimidin-5-yl]-1-piperidyl]prop-2-en-1-one FC1=C(NC=2C3=C(N=CN2)NC=C3C3CCN(CC3)C(C=C)=O)C=CC(=C1)OC1=CC(=NC=C1)N1CC(CC1)(C)F